C1(=CC=CC=C1)C1=NC(=NS1)NS(=O)(=O)C=1C=C(C=CC1)CCCCCCC(=O)O 7-(3-(N-(5-phenyl-1,2,4-thiadiazol-3-yl)sulfamoyl)phenyl)heptanoic acid